[Na].[Te] tellurium, sodium salt